methyl N-[5-({4-[(2S)-2-[(2-cyclopropyl-8-methylquinazolin-4-yl)amino]propyl]piperazin-1-yl}sulfonyl)-4-methyl-1,3-thiazol-2-yl]carbamate C1(CC1)C1=NC2=C(C=CC=C2C(=N1)N[C@H](CN1CCN(CC1)S(=O)(=O)C1=C(N=C(S1)NC(OC)=O)C)C)C